4,4,5,5-tetramethyl-2-(2',3',5',6'-tetrahydro-3H-spiro[isobenzofuran-1,4'-pyran]-5-yl)-1,3,2-dioxaborolane CC1(OB(OC1(C)C)C=1C=C2COC3(CCOCC3)C2=CC1)C